2-{1-ethyl-3-[(3-methoxy-1-methyl-1H-pyrazol-4-yl)amino]-1H-indazol-6-yl}propan-2-ol C(C)N1N=C(C2=CC=C(C=C12)C(C)(C)O)NC=1C(=NN(C1)C)OC